O=C1CO[C@@]2(CCCN(C2)C([C@@H](C)C2=CC=CC=C2)=O)CCN1CC(=O)O 2-((S)-9-oxo-2-((S)-2-phenyl-propanoyl)-7-oxa-2,10-diaza-spiro[5.6]dodecan-10-yl)acetic acid